COC1=C(C(=CC(=C1)C(C)(CCCCCC)C)OC)[C@H]1C=C(C(C1)(C)C)CO (R)-(3-(2,6-dimethoxy-4-(2-methyloctan-2-yl)phenyl)-5,5-dimethylcyclopent-1-en-1-yl)methanol